(R)-N-methyl-1-(8-(4-methylpyridin-3-yl)chroman-4-yl)methanamine CNC[C@@H]1CCOC2=C(C=CC=C12)C=1C=NC=CC1C